OC(C)(C)C1=CC(=NO1)C 1-(5-(2-hydroxypropan-2-yl)1H-isoxazol-3-yl)-methane